ethyl 4-cyanotetrahydro-2H-pyran-4-carboxylate C(#N)C1(CCOCC1)C(=O)OCC